FC1(CC(C1)(C1=CN=C(N1)C1=C(C=CC(=C1)OC1=C(C=C2C(=N1)C=CN2)F)F)C=2C=C(C=CC2)CCC(=O)O)F 3-(3-(3,3-difluoro-1-(2-(2-fluoro-5-((6-fluoro-1H-pyrrolo[3,2-b]pyridin-5-yl)oxy)phenyl)-1H-imidazol-5-yl)cyclobutyl)phenyl)propanoic acid